4-nitro-2H-pyrazole [N+](=O)([O-])C1=CNN=C1